2-(4-aminophenyl)pyrrolidine-1-carboxylic acid tert-butyl ester C(C)(C)(C)OC(=O)N1C(CCC1)C1=CC=C(C=C1)N